2-(4-(1-(difluoromethyl)-1H-pyrazol-4-yl)phenyl)-4,4-dimethylpentanoic acid isopropyl ester C(C)(C)OC(C(CC(C)(C)C)C1=CC=C(C=C1)C=1C=NN(C1)C(F)F)=O